(2S,3R)-2-(benzyloxycarbonylamino)-3-(2,2,2-trifluoroethoxy)butanoic acid C(C1=CC=CC=C1)OC(=O)N[C@H](C(=O)O)[C@@H](C)OCC(F)(F)F